N,N-Diethylamino-1,1,1-trimethyl-stannan C(C)N(CC)[Sn](C)(C)C